ClC1=C(C=CC2=C1C(=NC(C=1N2N=C(N1)N)C)C1=C(C=CC=C1F)F)C(F)(F)F 7-chloro-6-(2,6-difluorophenyl)-4-methyl-8-(trifluoromethyl)-4H-[1,2,4]triazolo[1,5-a][1,4]benzodiazepine-2-Amine